CN1C2=CC=CC=C2C=2C=CN=C(C12)N 9-methyl-β-carbolin-1-amine